C(C1CO1)OC1=CC=C(C=C1)CC1=CC=C(C=C1)OCC1CO1 Bis-[4-(2,3-epoxypropoxy)phenyl]-methane